4-tridecyloxazol-2(3H)-one C(CCCCCCCCCCCC)C=1NC(OC1)=O